BrC=1C=CC2=C(N=C(O2)C2CCOCC2)C1 5-bromo-2-(tetrahydro-2H-pyran-4-yl)benzo[d]Oxazole